2-cyano-7-methyl-1-oxo-2,3-dihydro-1H-indene-2-carboxylic acid ethyl ester C(C)OC(=O)C1(C(C2=C(C=CC=C2C1)C)=O)C#N